methyl 1-[3-(trifluoromethyl) phenoxy]cyclopropanecarboxylate FC(C=1C=C(OC2(CC2)C(=O)OC)C=CC1)(F)F